ClC=1C2=CN(N=C2C(=C(C1)C1=CC=C(C=C1)N1CCOCC1)Cl)C(C(=O)OCC)C1=C2N(C=N1)C[C@@H](C2)F Ethyl 2-(4,7-dichloro-6-(4-morpholinophenyl)-2H-indazol-2-yl)-2-((R)-6-fluoro-6,7-dihydro-5H-pyrrolo[1,2-c]imidazol-1-yl)acetate